ClC=1C=C(C=C(C1)NS(=O)(=O)C)NC(=O)C1=CN(C(=C1)C1=NC=C(C=C1)C1CCN(CC1)CC(F)F)C N-(3-chloro-5-methanesulfonamidophenyl)-5-{5-[1-(2,2-difluoroethyl)piperidin-4-yl]pyridin-2-yl}-1-methylpyrrole-3-carboxamide